C(C=CCCCCCCCC)=O undec-2-ene-aldehyde